OC1=CC=C(C=C1)\C=N\N1C(NN=C1)=S (E)-4-((4-hydroxyphenylmethylene)amino)-2,4-dihydro-3H-1,2,4-triazole-3-thione